6-(difluoromethoxy)-5-fluoropyridin FC(OC1=C(C=CC=N1)F)F